dimethyldiicosylammonium bromide [Br-].C[N+](CCCCCCCCCCCCCCCCCCCC)(CCCCCCCCCCCCCCCCCCCC)C